F[C@@H]1CC2=C[C@H](CN2C1)F (2R,6R)-2,6-difluorotetrahydro-1H-pyrrolizine